C(C)(C)(C)OC(=O)N(C[C@@H](C(=O)O)C1=CC=C(C=C1)Cl)C(C)C (S)-3-[t-butoxycarbonyl-(isopropyl)amino]-2-(4-chlorophenyl)propionic acid